C(=CCC)C(C(=O)O)CC(=O)O 2-butene-1-yl-succinic acid